3-(6-aminopyridin-3-yl)-3-methylpiperidin-2,6-dione NC1=CC=C(C=N1)C1(C(NC(CC1)=O)=O)C